bis(4-isopropylphenyl)-N,N'-di(p-tolyl)chrysene-6,12-diamine C(C)(C)C1=CC=C(C=C1)C1=C(C=2C(=CC3=C4C=CC=CC4=C(C=C3C2C=C1)NC1=CC=C(C=C1)C)NC1=CC=C(C=C1)C)C1=CC=C(C=C1)C(C)C